BrC1=CC[C@@H](N(C1)C[C@@H](C(=O)O)NC(=O)OC(C)(C)C)COC (S)-3-((R)-5-bromo-2-(methoxymethyl)-3,6-dihydropyridin-1(2H)-yl)-2-((tert-butoxycarbonyl)amino)propanoic acid